4-(5-methoxy-1H-benzo[d][1,2,3]triazol-1-yl)aniline hydrochloride Cl.COC1=CC2=C(N(N=N2)C2=CC=C(N)C=C2)C=C1